N-tertoctyl-acrylamide C(C)(C)(CC(C)(C)C)NC(C=C)=O